[(1R,5S,6r)-6-(5,5-Dimethyl-4,5-dihydro-1,2-oxazol-3-yl)-6-methyl-3-azabicyclo[3.1.0]hex-3-yl](1-isopropyl-1H-imidazol-4-yl)methanon CC1(CC(=NO1)C1([C@H]2CN(C[C@@H]12)C(=O)C=1N=CN(C1)C(C)C)C)C